(S)-2-amino-N-(1-(8-((6,7-dihydro-5H-pyrazolo[5,1-b][1,3]oxazin-3-yl)ethynyl)-1-oxo-2-phenyl-1,2-dihydroisoquinolin-3-yl)ethyl)pyrazolo[1,5-a]pyrimidine-3-carboxamide NC1=NN2C(N=CC=C2)=C1C(=O)N[C@@H](C)C=1N(C(C2=C(C=CC=C2C1)C#CC=1C=NN2C1OCCC2)=O)C2=CC=CC=C2